iridium-antimony [Sb].[Ir]